2-((2-bromo-6-fluorobenzyl)oxy)ethanol BrC1=C(COCCO)C(=CC=C1)F